Benzylmethyl nonane-7-carboxylate CCCCCCC(CC)C(=O)OCCC1=CC=CC=C1